N-[(1s,4s)-4-{[6-chloro-2-(trifluoromethyl)quinolin-4-yl]amino}cyclohexyl]-4,5,6,7-tetrahydro-1H-1,3-benzodiazole-6-carboxamide ClC=1C=C2C(=CC(=NC2=CC1)C(F)(F)F)NC1CCC(CC1)NC(=O)C1CCC2=C(NC=N2)C1